N(=C=O)C1(CCCCC1)CC1(CCCCC1)N=C=O bis-(isocyanatocyclohexyl)-methane